Butyl-2-(1H-pyrazol-5-yl)thieno[3,2-b]Pyridine-5,7-diamine C(CCC)C1=C(SC=2C1=NC(=CC2N)N)C2=CC=NN2